N-ethyl-2,4-dihydroxy-5-isopropyl-N-(4-(morpholine-4-carbonyl)phenyl)benzamide C(C)N(C(C1=C(C=C(C(=C1)C(C)C)O)O)=O)C1=CC=C(C=C1)C(=O)N1CCOCC1